Oxolan-3-ylmethanol O1CC(CC1)CO